FC(C=1C(=C(C=CC1)[C@@H](C)NC1=C(C(=NC(=N1)C)CC(=O)OC)C1OCCO1)F)F methyl (R)-2-(6-((1-(3-(difluoromethyl)-2-fluorophenyl) ethyl) amino)-5-(1,3-dioxolan-2-yl)-2-methylpyrimidin-4-yl)-acetate